O.O.O.C(C)(=O)N[C@@H](C(CC)CC)[C@@H]1[C@@H]([C@H](C[C@H]1NC(=N)N)C(=O)O)O (1S,2S,3r,4r)-3-[(S)-1-acetamido-2-ethylbutyl]-4-guanidino-2-hydroxycyclopentane-1-carboxylic acid trihydrate